ONC(C1=CC=CC=C1)=O N-hydroxybenzoic acid amide